(1H-indol-3-yl)-4-methylpiperazine-1-carboxamide N1C=C(C2=CC=CC=C12)C1N(CCN(C1)C)C(=O)N